8-hexadecyl-3H-phenothiazin-3-one C(CCCCCCCCCCCCCCC)C1=CC=C2SC3=CC(C=CC3=NC2=C1)=O